ClC=1C=C(C(=O)NNC(CC)=O)C=CC1F 3-chloro-4-fluoro-N'-propionylbenzoylhydrazine